3,4,5-tris(4-bromophenyl)triazole (3S)-tert-Butyl-4-(7-amino-3-chloro-2-(2-fluorophenyl)-3-(o-tolyl)-1,6-naphthyridin-5-yl)-3-methylpiperazine-1-carboxylate C(C)(C)(C)OC(=O)N1C[C@@H](N(CC1)C=1C2=CC(C(N=C2C=C(N1)N)C1=C(C=CC=C1)F)(C1=C(C=CC=C1)C)Cl)C.BrC1=CC=C(C=C1)N1N=NC(=C1C1=CC=C(C=C1)Br)C1=CC=C(C=C1)Br